N-ethyl-N-(4-picolyl)-alpha-methylethyl-phenylacetamide C(C)N(C(C(C1=CC=CC=C1)C(C)C)=O)CC1=CC=NC=C1